ClC=1C=NC(=NC1)CN1CCN(CC1)C1=CC=C(C(=N1)C(C)C)C=1C=C(C(N(C1)C)=O)C 5-[6-[4-[(5-chloropyrimidin-2-yl)methyl]piperazin-1-yl]-2-isopropyl-3-pyridinyl]-1,3-dimethyl-pyridin-2-one